C(CCCCCCC)OC(CCC(=O)OCCCCCCN(CCCCCCOC(CCC(OCCCCCCCC)OCCCCCCCC)=O)CCCNC(=S)N(C)C)OCCCCCCCC.BrC1=CC=C2C(=CN(C2=C1)S(=O)(=O)C1=CC=C(C)C=C1)C=1N=C(SC1)C1=CNC2=C(C=CC=C12)Br 4-(6-bromo-1-tosyl-1H-indol-3-yl)-2-(7-bromo-1H-indol-3-yl)thiazole ((3-(3,3-dimethylthioureido)propyl)azanediyl)bis(hexane-6,1-diyl) bis(4,4-bis(octyloxy)butanoate)